(1,1-dioxidotetrahydro-2H-thiopyran-4-yl)(6-hydroxy-3,4-dihydro-2,7-naphthyridin-2(1H)-yl)methanone O=S1(CCC(CC1)C(=O)N1CC2=CN=C(C=C2CC1)O)=O